FC=1C=C(OCCCC2CC23CCN(CC3)C(=O)OC(C)C)C=CC1CC(N1CC(C1)CNC[C@@H]([C@H]([C@@H]([C@@H](CO)O)O)O)O)=O isopropyl 2-[3-[3-fluoro-4-[2-oxo-2-[3-[[[(2S,3R,4R,5R)-2,3,4,5,6-pentahydroxyhexyl]amino]methyl]azetidin-1-yl]ethyl]phenoxy]propyl]-6-azaspiro[2.5]octane-6-carboxylate